N2-(tert-butoxycarbonyl)-N1-((1S)-3-chloro-2-oxo-1-{[(3S)-2-oxopyrrolidin-3-yl]methyl}propyl)-5-methyl-L-norleucinamide C(C)(C)(C)OC(=O)N[C@@H](CCC(C)C)C(=O)N[C@H](C(CCl)=O)C[C@H]1C(NCC1)=O